1-methyl-1H-imidazole-2-carbonitrile CN1C(=NC=C1)C#N